FC(OC1=NC(=CC(=C1)C=1C=NN2C1C=CC(=C2)C=2C=NN(C2)CC(C)(O)C)OC)F 1-(4-(3-(2-(difluoromethoxy)-6-methoxypyridin-4-yl)pyrazolo[1,5-a]pyridin-6-yl)-1H-pyrazol-1-yl)-2-methyl-2-propanol